O-(propan-2-yl)hydroxylamine hydrochloride Cl.CC(C)ON